C1(CC1)C1=C(C(=C(C=C1OC)OC)F)C1=CC2=C(N=C(N=C2)N[C@@H]2COCC[C@@H]2NC(C=C)=O)C=N1 N-((3S,4S)-3-((6-(2-cyclopropyl-6-fluoro-3,5-dimethoxyphenyl)pyrido[3,4-d]pyrimidin-2-yl)amino)tetrahydro-2H-pyran-4-yl)acrylamide